N-(3-fluoro-4-((1-isopropyl-2-oxo-2,3-dihydro-1H-imidazo[4,5-b]pyridin-7-yl)oxy)phenyl)-1-(p-tolyl)-5-(trifluoromethyl)-1H-pyrazole-4-carboxamide FC=1C=C(C=CC1OC1=C2C(=NC=C1)NC(N2C(C)C)=O)NC(=O)C=2C=NN(C2C(F)(F)F)C2=CC=C(C=C2)C